bisuridine tetraphosphate OP(O)(=O)OP(=O)(O)OP(=O)(O)OP(=O)(O)O.[C@@H]1([C@H](O)[C@H](O)[C@@H](CO)O1)N1C(=O)NC(=O)C=C1.[C@@H]1([C@H](O)[C@H](O)[C@@H](CO)O1)N1C(=O)NC(=O)C=C1